N-(4-(methylsulfonyl)benzyl)benzamide tert-butyl-4-((3-aminopyridin-2-yl)amino)piperidine-1-carboxylate C(C)(C)(C)OC(=O)N1CCC(CC1)NC1=NC=CC=C1N.CS(=O)(=O)C1=CC=C(CNC(C2=CC=CC=C2)=O)C=C1